COC(=O)C1=CC=C2C(C(N(C2=C1)C(C)=O)=O)=C(C1=CC=CC=C1)OC 1-acetyl-3-(methoxyphenyl-methylene)-2-oxindole-6-formic acid methyl ester